trifluoromethyl fluoroformate FC(=O)OC(F)(F)F